C(CC#C)C1(N=N1)CCOC=1C=2N(C=C(C1)NC(=O)C1=CC=C(C3=CN(N=C13)C)OC(=O)N1CCNCC1)C(=C(N2)C)C [7-[[8-[2-(3-but-3-ynyldiazirin-3-yl)ethoxy]-2,3-dimethyl-imidazo[1,2-a]pyridin-6-yl]-carbamoyl]-2-methyl-indazol-4-yl]piperazine-1-carboxylate